BrC1=CC=C(C=C1)C=1SC(=CC1)C1=CC=C(C=C1)Br 2,5-bis(4-bromophenyl)thiophene